7-(naphthalen-1-yl)quinazoline C1(=CC=CC2=CC=CC=C12)C1=CC=C2C=NC=NC2=C1